4-chloro-1-methyl-3-(4,4,5,5-tetramethyl-1,3,2-dioxaborolan-2-yl)pyrazole ClC=1C(=NN(C1)C)B1OC(C(O1)(C)C)(C)C